2-methyl-N-(6-((S)-3-methylpiperazin-1-yl)pyridazin-3-yl)-7-((tetrahydrofuran-3-yl)oxy)imidazo[1,2-a]pyridine-6-carboxamide CC=1N=C2N(C=C(C(=C2)OC2COCC2)C(=O)NC=2N=NC(=CC2)N2C[C@@H](NCC2)C)C1